NCCOCC[O-].C1(CC1)COC=1C=CC(=NC1)NC([C@H](C)N1C[C@@H](CCC1)C1=CNC(C=C1)=O)=O (S)-N-(5-(cyclopropylmethoxy)pyridin-2-yl)-2-((S)-3-(6-oxo-1,6-dihydropyridin-3-yl)piperidin-1-yl)propionamide 2-(2-aminoethoxy)ethoxide